C1C[C@H](N=C1)C(=O)O The molecule is a 1-pyrroline-5-carboxylic acid in which the chiral centre has S configuration. It is a conjugate acid of a (S)-1-pyrroline-5-carboxylate. It is an enantiomer of a (R)-1-pyrroline-5-carboxylic acid.